(2E)-3-[2-(trifluoromethyl)phenyl]prop-2-enoic acid FC(C1=C(C=CC=C1)/C=C/C(=O)O)(F)F